tert-butyl (4-isocyanatobenzyl)carbamate N(=C=O)C1=CC=C(CNC(OC(C)(C)C)=O)C=C1